FC=1C=CC=C2CC[C@@H]([C@@H](C12)NC([O-])=O)OCOC (1R,2S)-8-Fluoro-2-(methoxymethoxy)-1,2,3,4-tetrahydronaphthalin-1-yl-carbamat